O=S1(CCN(CC1)C(=O)C1=C(C=C(OCCN2CCC3(CC2)C(N(C2=CC=C(C=C23)C#N)C)=O)C=C1)C(F)(F)F)=O 1'-{2-[4-(1,1-dioxo-1lambda6-thiomorpholine-4-carbonyl)-3-(trifluoromethyl)phenoxy]ethyl}-1-methyl-2-oxo-1,2-dihydrospiro[indole-3,4'-piperidine]-5-carbonitrile